O=CC(CC=O)S(=O)(=O)[O-] 1,4-dioxobutane-2-sulfonate